1-(2,6-dioxopiperidin-3-yl)-3,3-dimethyl-2-oxoindoline-6-carbaldehyde O=C1NC(CCC1N1C(C(C2=CC=C(C=C12)C=O)(C)C)=O)=O